2-[(2-amino-5-methyl-pyrimidin-4-yl)amino]cyclohexane-1-carbonitrile NC1=NC=C(C(=N1)NC1C(CCCC1)C#N)C